C(C)C1(C(N2N(C1)CCC2C=2C=NC=C(C2)F)=O)C 6-ethyl-3-(5-fluoro-3-pyridyl)-6-methyl-1,2,3,7-tetrahydropyrazolo[1,2-a]pyrazol-5-one